1-(((7-(8-ethylnaphthalen-1-yl)-2-((tetrahydro-1H-pyrrolizin-7a(5H)-yl)methoxy)-5,6,7,8-tetrahydropyrido[3,4-d]pyrimidin-4-yl)(methyl)amino)methyl)cyclopropan-1-ol C(C)C=1C=CC=C2C=CC=C(C12)N1CC=2N=C(N=C(C2CC1)N(C)CC1(CC1)O)OCC12CCCN2CCC1